5-(((4-methoxybenzyl)amino)methyl)-1-(pyridin-4-yl)-4,6,7,8-tetrahydro-3H-9-oxa-2-thia-4-azabenzo[cd]azulen-3-one COC1=CC=C(CNCC=2NC(C=3SC(=C4OCCCC2C34)C3=CC=NC=C3)=O)C=C1